[Cl-].[NH4+].CC(C(C(=O)[O-])=C(CC)CC1=CC=CC2=CC=CC=C12)C.ClC1=CC=C(C=C1)C1=CC(=NC(=N1)C=1C=NC=CC1)N1CCSCC1.[NH4+] (6-(4-chlorophenyl)-2-(pyridin-3-yl)pyrimidin-4-yl)thiomorpholine dimethylnaphthylmethylethyl-methacrylate ammonium chloride